4-[6-[4-(2,2-difluoroethoxy)-6-fluoro-2-pyridyl]-5-methyl-7,8-dihydro-5H-pyrido[4,3-d]pyrimidin-2-yl]thiazole FC(COC1=CC(=NC(=C1)F)N1C(C2=C(N=C(N=C2)C=2N=CSC2)CC1)C)F